[Si](C1=CC=CC=C1)(C1=CC=CC=C1)(C(C)(C)C)OCCCCCC(C(C(=O)OC(C)(C)C)(C)C)OC tert-butyl 8-((tert-butyldiphenylsilyl)oxy)-3-methoxy-2,2-dimethyloctanoate